(2R)-1-{5-[(5-chloro-1,3-dimethyl-1H-pyrazol-4-yl)sulfonyl]-1H,2H,3H,4H,5H,6H-pyrrolo[3,4-c]pyrrol-2-yl}-2-phenylpropan-1-one ClC1=C(C(=NN1C)C)S(=O)(=O)N1CC2=C(C1)CN(C2)C([C@H](C)C2=CC=CC=C2)=O